3-hydroxy-5-fluoroisobenzofuran OC=1OC=C2C=CC(=CC12)F